ClC=1C=C(C=C(C1)Cl)C=1N=C(NC1C)CC1=CC2=CC=CC=C2C=C1 4-(3,5-Dichlorophenyl)-5-methyl-2-(2-naphthylmethyl)imidazole